C1=CC=C2C=C(C=CC2=C1)NC(=O)CNC(=O)[C@H](CCC(=O)O)N The molecule is an N-(2-naphthyl)carboxamide obtained by formal condensation of the C-terminal carboxy group of L-glutamylglycine with the amino group of 2-naphthylamine. It has a role as a chromogenic compound. It is a N-(2-naphthyl)carboxamide and a dipeptide.